2-(imidazo[1,2-a]pyridin-7-yl)-7-(piperazin-1-yl)-4H-pyrido[1,2-a]pyrimidin-4-one N=1C=CN2C1C=C(C=C2)C=2N=C1N(C(C2)=O)C=C(C=C1)N1CCNCC1